N-(2-Cyclopropylethyl)-2-ethoxy-4-(6-methoxypyridin-3-yl)-1H-imidazole-1-carboxamide C1(CC1)CCNC(=O)N1C(=NC(=C1)C=1C=NC(=CC1)OC)OCC